4-[5-(4-chlorophenyl)-1-[2-(trifluoromethyl)phenyl]pyrrol-2-yl]-N-(2-morpholinoethyl)benzamide ClC1=CC=C(C=C1)C1=CC=C(N1C1=C(C=CC=C1)C(F)(F)F)C1=CC=C(C(=O)NCCN2CCOCC2)C=C1